BrC1=NC(=NN1COCC[Si](C)(C)C)C(C)(C)O 2-(5-bromo-1-{[2-(trimethylsilyl)ethoxy]methyl}-1H-1,2,4-triazol-3-yl)propan-2-ol